O=C1NC(CCC1N1CC2=CC=C(C=C2C1=O)OC(N(C1=NC=C(C=C1)C1(CC1)C)C)=O)=O (2-(2,6-dioxopiperidin-3-yl)-3-oxoisoindolin-5-yl)methyl(5-(1-methylcyclopropyl) pyridin-2-yl)carbamate